C(C1=CC=CC=C1)C=1C=C(SC1)C1=CN(C=2N=CN=CC21)[C@@H]2C[C@@H]([C@@H]1[C@H]2OC(O1)(C)C)CNC([O-])=O N-{[(3aR,4R,6R,6aS)-6-[5-(4-benzylthiophen-2-yl)pyrrolo[2,3-d]pyrimidin-7-yl]-2,2-dimethyl-tetrahydro-3aH-cyclopenta[d][1,3]dioxol-4-yl]methyl}carbamate